7-(bromomethyl)-5-(difluoromethoxy)-8-fluoro-3-methylquinoxalin-2(1H)-one BrCC1=CC(=C2N=C(C(NC2=C1F)=O)C)OC(F)F